S(=O)(=O)(O)C1=CC=C(C)C=C1.CC1=CC=C(C=C1)S(=O)(=O)O.C(C1=CC=CC=C1)NC=1C2=C(N=C(N1)N1C(CC3=CC=CC=C13)(C(=O)N)C)NCCC2 1-(4-(benzylamino)-5,6,7,8-tetrahydropyrido[2,3-d]pyrimidin-2-yl)-2-methyl-1H-indolecarboxamide p-toluenesulfonic acid salt (tosylate)